ClC1=NC=C(C2=C1C(NC2)=O)C2=C1C(=NC=C2)N(C=C1)C 4-chloro-7-(1-methyl-1H-pyrrolo[2,3-b]pyridin-4-yl)-1,2-dihydro-3H-pyrrolo[3,4-c]pyridin-3-one